6-chloro-3-((1-(3,6-dimethyl-2-(1-methyl-1H-pyrazol-4-yl)-4-oxo-4H-chromen-8-yl)ethyl)amino)-N-isopropylpyridineamide ClC1=CC=C(C(=N1)C(=O)NC(C)C)NC(C)C=1C=C(C=C2C(C(=C(OC12)C=1C=NN(C1)C)C)=O)C